C[C@@H]1COCCN1C[C@H]1NC2=C(OC1)C=C(C=C2[N+](=O)[O-])S(=O)(=O)NC(C2=CC=CC=C2)=O N-(((R)-3-(((R)-3-methylmorpholino)methyl)-5-nitro-3,4-dihydro-2H-benzo[b][1,4]oxazin-7-yl)sulfonyl)benzamide